tert-butyl 4-[3-(6-hydroxy-4-oxoquinazolin-3-yl)pyrazol-1-yl]piperidine-1-carboxylate OC=1C=C2C(N(C=NC2=CC1)C1=NN(C=C1)C1CCN(CC1)C(=O)OC(C)(C)C)=O